COC(C1=C(C(=C(C=C1)Br)O)C=O)=O bromo-2-formyl-3-hydroxybenzoic acid methyl ester